Cl.FC1=C(C=C(CC2=NNC(C3=CC=CC=C23)=O)C=C1)C(=O)N1CCNCC1 4-(4-fluoro-3-(piperazine-1-carbonyl)benzyl)phthalazine-1(2H)-one hydrochloride